CC=1N=C(NC1C)C1=C(C(=CC=C1)OCC)O 4,5-dimethyl-2-(3-ethoxy-2-hydroxyphenyl)imidazole